methyl 7-(1-((5R)-1-(tert-butoxycarbonyl)-5-(((tert-butyldimethylsilyl)oxy)methyl)pyrrolidin-3-yl)-6-chloro-1,2,3,4-tetrahydroquinolin-8-yl)thieno[3,2-b]pyridine-2-carboxylate C(C)(C)(C)OC(=O)N1CC(C[C@@H]1CO[Si](C)(C)C(C)(C)C)N1CCCC2=CC(=CC(=C12)C1=C2C(=NC=C1)C=C(S2)C(=O)OC)Cl